NC1=C(SC2=NC(=CC(=C21)C2=CC=C(C=C2)CO)C=2SC=CN2)S(=O)CCCC (4-(3-amino-2-(butylsulfinyl)-6-(thiazol-2-yl)thieno[2,3-b]pyridin-4-yl)phenyl)methanol